C1(=CC=CC=C1)C1=NN2C(CN(CC2)C(=O)OC(C)(C)C)=C1C1=CC=NC=C1 tert-butyl 2-phenyl-3-(pyridin-4-yl)-6,7-dihydropyrazolo[1,5-a]pyrazine-5(4H)-carboxylate